ClC1=C(C=CC(=C1NC=1C(=C2C(N(C=NC2=CC1)C)=O)C)F)NC(OC(C)(C)C)=O tert-butyl (2-chloro-3-((3,5-dimethyl-4-oxo-3,4-dihydroquinazolin-6-yl)amino)-4-fluorophenyl)carbamate